P(=O)(O)(O)O.C(C)(=O)SCCNC(CCNC([C@@H](C(COP(OP(OC[C@@H]1[C@H]([C@H]([C@@H](O1)N1C=NC=2C(N)=NC=NC12)O)OP(=O)(O)O)(=O)O)(=O)O)(C)C)O)=O)=O trans-acetyl-CoA Phosphate